SCC(CO)C 3-mercapto-2-methylpropanol